BrC1=CC=C2C=C(NC2=C1)C(=O)NC1=CC=C(C=C1)Br 6-bromo-N-(4-bromophenyl)-1H-indole-2-carboxamide